FC=1C=C(C#N)C=C(C1)NC1=CC=C(C=C1)OC 3-fluoro-5-((4-methoxyphenyl)amino)benzonitrile